ClC1=C(OC=2C=CC=3N(C2)N=CN3)C=CC(=C1)[N+](=O)[O-] 6-(2-chloro-4-nitrophenoxy)-[1,2,4]triazolo[1,5-a]pyridine